ClC=1C=C(C=NC1)OC1=CC=C(C=C1)C1=NOC(=N1)C=C(C(=O)O)C (3-(4-((5-chloropyridin-3-yl)oxy)phenyl)-1,2,4-oxadiazol-5-yl)methacrylic acid